C(C(=C)C)(=O)OCCC[Si](OC)(OC)OC 3-(methacryloxy)-propyltrimethoxysilane